FC1=CC=C(C=C1)C1=CC(=C(N1)C1(CCC1)C(F)(F)F)CC1C(OC(OC1=O)(C)C)=O 5-((5-(4-fluorophenyl)-2-(1-(trifluoromethyl)cyclobutyl)-1H-pyrrol-3-yl)methyl)-2,2-dimethyl-1,3-dioxane-4,6-dione